(E)-5-methyl-4-(2-chlorophenyl)-2-(2-carboxybenzylidenehydrazino)thiazole CC1=C(N=C(S1)N/N=C/C1=C(C=CC=C1)C(=O)O)C1=C(C=CC=C1)Cl